Cl.NCC1=CC=C(S1)C(CSC=1OC=2C=NC(=CC2N1)C(F)(F)F)=O 1-(5-(aminomethyl)thiophen-2-yl)-2-((6-(trifluoromethyl)oxazolo[5,4-c]pyridin-2-yl)thio)ethan-1-one hydrochloride